7-(1-naphthylmethyl)-5-oxo-8-phenyl-2,3-dihydro-5H-[1,3]thiazolo[3,2-a]pyridine-3-carboxylic acid, lithium salt [Li+].C1(=CC=CC2=CC=CC=C12)CC=1C(=C2N(C(C1)=O)C(CS2)C(=O)[O-])C2=CC=CC=C2